[4-[(9,9-diphenyl-9H-fluoren-2-yl)phenylamino]phenyl]-boronic acid C1(=CC=CC=C1)C1(C2=CC=CC=C2C=2C=CC(=CC12)N(C1=CC=C(C=C1)B(O)O)C1=CC=CC=C1)C1=CC=CC=C1